N-(6-(2-fluoro-4-((4-methyl-1,4-diazepan-1-yl)methyl)phenyl)quinolin-4-yl)benzo[d]thiazol-5-amine FC1=C(C=CC(=C1)CN1CCN(CCC1)C)C=1C=C2C(=CC=NC2=CC1)NC=1C=CC2=C(N=CS2)C1